1-(6-(6-chloro-8-fluoro-7-(2-fluoro-6-hydroxyphenyl)-2-(((S)-1-methylpyrrolidin-2-yl)methoxy)quinazolin-4-yl)-1-methyl-2,6-diazaspiro[3.4]octan-2-yl)prop-2-en-1-one ClC=1C=C2C(=NC(=NC2=C(C1C1=C(C=CC=C1O)F)F)OC[C@H]1N(CCC1)C)N1CC2(CN(C2C)C(C=C)=O)CC1